(R)-(3-methyl-6-(3-methyl-3H-[1,2,3]triazolo[4,5-b]pyridin-6-yl)thieno[2,3-b]pyridin-2-yl)(tetrahydro-2H-pyran-4-yl)methanol CC1=C(SC2=NC(=CC=C21)C=2C=C1C(=NC2)N(N=N1)C)[C@H](O)C1CCOCC1